N1CC(C1)C(C1=CC(=NC(=C1)Cl)N1CCN(CC1)S(=O)(=O)C1=CC2=C(N3[C@H](CO2)[C@@H](OC3=O)CO)C=C1)(F)F (3R,3aR)-7-[4-[4-[azetidin-3-yl(difluoro)methyl]-6-chloro-2-pyridyl]piperazin-1-yl]sulfonyl-3-(hydroxymethyl)-3a,4-dihydro-3H-oxazolo[4,3-c][1,4]benzoxazin-1-one